C(=O)(O)[C@H](CC(=O)C1=CC2=C(S1)C=C(C(=C2F)OCCCOC2=CC1=C(SC(=C1)C(C[C@@H](C(=O)O)C)=O)C=C2OC)O)C (S)-4-(5-(3-((2-((S)-3-carboxybutanoyl)-4-fluoro-6-hydroxybenzo[b]thiophen-5-yl)oxy)propoxy)-6-methoxybenzo[b]thiophen-2-yl)-2-methyl-4-oxobutanoic acid